BrC1=C(C(=CC(=C1)C([2H])([2H])[2H])Cl)Cl 1-bromo-2,3-dichloro-5-(methyl-d3)-benzene